FC1=CC=CC=2C(=N[C@@H](C(NC21)=O)NC(=O)C2=C(N=C1N2N=C(C=C1)C)C1=CC(=NC=C1)C)C1=CC=CC=C1 N-[(3S)-9-fluoro-2-oxo-5-phenyl-1,3-dihydro-1,4-benzodiazepin-3-yl]-6-methyl-2-(2-methylpyridin-4-yl)imidazo[1,2-b]-pyridazine-3-carboxamide